N12CCN(C(CC1)CC2)C(=O)N2N=C(C1=C2CCC1)N1CCC(CC1)(F)F (1,4-diazabicyclo[3.2.2]nonan-4-yl)(3-(4,4-difluoropiperidin-1-yl)-5,6-dihydrocyclopenta[c]pyrazol-1(4H)-yl)methanone